2-Amino-4-(3-((2S,3S)-3-amino-2-methylpyrrolidin-1-yl)-5-fluoro-7,9-dihydrofuro[3,4-f]quinazolin-6-yl)-5-fluorobenzo[b]thiophene-3-carbonitrile NC1=C(C2=C(S1)C=CC(=C2C=2C1=C(C=3C=NC(=NC3C2F)N2[C@H]([C@H](CC2)N)C)COC1)F)C#N